iron-cobalt-silicon dioxide [Si](=O)=O.[Co].[Fe]